N-Fmoc-L-aspartic acid-1-tert-butyl ester C(C)(C)(C)OC([C@@H](NC(=O)OCC1C2=CC=CC=C2C2=CC=CC=C12)CC(=O)O)=O